COCCOC1=CC=C(C=C1)C1=CC=CC=C1 4'-(2-methoxyethoxy)-[1,1'-biphenyl]